3-bromo-7-(((3ar,5ar,8ar)-4-methoxy-2,2-dimethylhexahydrocyclopenta[2,3]furo[3,4-d][1,3]dioxol-6-yl)methyl)-N-(4-methoxybenzyl)quinolin-2-amine BrC=1C(=NC2=CC(=CC=C2C1)CC1CC[C@]23OC(O[C@H]2C(O[C@@H]31)OC)(C)C)NCC3=CC=C(C=C3)OC